F\C(\C(=O)NC=1C(=NC(=CC1C)OC)C)=C/C1=CC=C2C=NN(C2=C1C)C1OCCCC1 (Z)-2-Fluoro-N-(6-methoxy-2,4-dimethylpyridin-3-yl)-3-(7-methyl-1-(tetrahydro-2H-pyran-2-yl)-1H-indazol-6-yl)acrylamide